3-[(2-chloro-2-fluoro-acetyl)-[[(2S)-2-[[2-(3-methoxyanilino)acetyl]amino]-4-methyl-pentanoyl]amino]amino]propanamide ClC(C(=O)N(CCC(=O)N)NC([C@H](CC(C)C)NC(CNC1=CC(=CC=C1)OC)=O)=O)F